CN1CCN(CC1)C=1C=CC(=NC1)NC=1C=CC(=C2CNC(C12)=O)C1=C2C(=NC=C1)NC(=C2)C 7-[[5-(4-methylpiperazin-1-yl)-2-pyridyl]amino]-4-(2-methyl-1H-pyrrolo[2,3-b]pyridin-4-yl)isoindolin-1-one